N1=C(C=CC=C1)SS[C@H]1[C@@H](CCC2=CC=CC=C12)O |r| trans-(1RS,2RS)-1-(pyridin-2-yl-dithio)-1,2,3,4-tetrahydronaphthalen-2-ol